carboxy-tetrahydropyran C(=O)(O)C1OCCCC1